C12(CC3CC(CC(C1)C3)C2)N2C(N(C=C2)C23CC1CC(CC(C2)C1)C3)=[Ni] 1,3-bis(1-adamantyl)imidazol-2-ylidenenickel